4-fluoro-N-(1,2,3,4-tetrahydroisoquinolin-6-yl)benzamide FC1=CC=C(C(=O)NC=2C=C3CCNCC3=CC2)C=C1